FC1=C(C=CC=C1C1=C(C(=NC=C1)C1=CC(=C(C=C1)CNC1CCOCC1)OC)F)C1=CC=C(C(=N1)OC)CNC1CCOCC1 N-((6-(2-fluoro-3-(3-fluoro-2-(3-methoxy-4-(((tetrahydro-2H-pyran-4-yl)amino)methyl)phenyl)pyridin-4-yl)phenyl)-2-methoxypyridin-3-yl)methyl)tetrahydro-2H-pyran-4-amine